COC=1C=C(C=CC1OC)C=1N=C2N(C(C1)=O)C=C(C=C2C)N2CCC(CC2)NC(C)C 2-(3,4-dimethoxyphenyl)-9-methyl-7-[4-(propan-2-ylamino)piperidin-1-yl]-4H-pyrido[1,2-a]pyrimidin-4-one